(2-hydroxy-1H-indol-3-yl)iminothiourea OC=1NC2=CC=CC=C2C1N=NC(=S)N